FC(C(CNC(=O)C=1C(N(N=C(C1)C1=CC=C(C=C1)C)C=1C=NN(C1)C)=O)O)F N-(3,3-difluoro-2-hydroxypropyl)-6-(4-methylphenyl)-2-(1-methyl-1H-pyrazol-4-yl)-3-oxo-2,3-dihydropyridazine-4-carboxamide